CCCCC(C)=O 2-methylethyl-propanone